diethyl-nonanediamine C(C)C(C(N)(N)CC)CCCCCCC